[I-].CN(C1=CC=CC=C1)[P+](C1=CC=CC=C1)(C1=CC=CC=C1)C1=CC=CC=C1 N-Methylanilinotriphenylphosphonium iodide